NC1=NC(=NC=C1CC1=CC(=C(C(=C1)OC)OCCCNC(CCC(NCCOCCOCCCCCCCl)=O)=O)OC)NC(OCC1=CC(OC2=CC(=CC=C12)N(CC)CC)=O)=O (7-(Diethylamino)-2-oxo-2H-chromen-4-yl)methyl (4-amino-5-(4-((21-chloro-5,8-dioxo-12,15-dioxa-4,9-diazahenicosyl)oxy)-3,5-dimethoxybenzyl)pyrimidin-2-yl)carbamate